N-(6-(2-chloro-6-(hydroxymethyl)phenyl)imidazo[1,2-a]pyridin-2-yl)cyclopropanecarboxamide ClC1=C(C(=CC=C1)CO)C=1C=CC=2N(C1)C=C(N2)NC(=O)C2CC2